6-methyl-N-(1-methyl-1H-1,2,3,4-tetrazol-5-yl)-4-(trifluoromethyl)pyridin-2-amine CC1=CC(=CC(=N1)NC1=NN=NN1C)C(F)(F)F